(R)-3-(3-([1,2,4]triazolo[1,5-a]pyridin-5-yl)-5-fluorophenyl)isoxazolidine N=1C=NN2C1C=CC=C2C=2C=C(C=C(C2)F)[C@@H]2NOCC2